ClC=1C2=C(N=CN1)N(C=C2)[C@@H]2O[C@@H]([C@@H]1[C@H]2OC(O1)(C)C)CO ((3aR,4R,6R,6aR)-6-(4-chloro-7H-pyrrolo[2,3-d]pyrimidin-7-yl)-2,2-dimethyltetrahydrofuro[3,4-d][1,3]dioxol-4-yl)methanol